C(C)N1N=C2C(NC(C(=C2N[C@@H](C)C2=NC=CC=N2)C2=NC3=C(N2)C=C(C=C3)N3CCOCC3)=O)=C1 (S)-2-Ethyl-6-(6-morpholino-1H-benzo[d]imidazol-2-yl)-7-((1-(pyrimidin-2-yl)ethyl)amino)-2H-pyrazolo[4,3-b]pyridin-5(4H)-one